C[Si](OC)(C)CCCNCCC[Si](C)(C)OC Bis-(dimethylmethoxysilylpropyl)amin